ClC1=C(C=C(C=C1)N1COC(=N1)C(F)(F)F)F 3-(4-chloro-3-fluorophenyl)-5-trifluoromethyl-1,3,4-oxadiazole